N1(CCC2=NC=CC=C21)C(=O)[O-] 2,3-dihydro-1H-pyrrolo[3,2-b]pyridine-1-carboxylate